1,3,4-triacetoxybenzene C(C)(=O)OC1=CC(=C(C=C1)OC(C)=O)OC(C)=O